C1(CC1)C1=NN(C=N1)C1CC2(CN(C2)C(=O)N2CCN(CC2)C(C(=O)N)C2=CC=C(C=C2)F)C1 2-[4-[6-(3-cyclopropyl-1,2,4-triazol-1-yl)-2-azaspiro[3.3]heptane-2-carbonyl]piperazino]-2-(4-fluorophenyl)acetamide